(1R,3r,5S,6r)-3-(5-amino-1-(4-methoxybenzyl)-1H-pyrazol-3-yl)bicyclo[3.1.0]hexane-6-carboxylic acid ethyl ester C(C)OC(=O)C1[C@H]2CC(C[C@@H]12)C1=NN(C(=C1)N)CC1=CC=C(C=C1)OC